C(N)(=O)[C@H]1N(C2CCC1C2)C([C@H](C(C)C)NC(OC)=O)=O methyl (2S)-1-((3S)-3-carbamoyl-2-azabicyclo[2.2.1]heptan-2-yl)-3-methyl-1-oxobutan-2-ylcarbamate